C1(CC1)C=1N=NN(C1)[C@H](C(=O)N1[C@@H](C[C@H](C1)O)C(=O)NCC=1NC(NC1)=O)C(C)(C)C (2S,4r)-1-[(2S)-2-(4-cyclopropyl-triazol-1-yl)-3,3-dimethyl-butyryl]-4-hydroxy-N-[(2-oxo-1,3-dihydroimidazol-4-yl)methyl]pyrrolidine-2-carboxamide